OCCN(C1=CC=C(C=C1)N)CCO N,N-bis-(2-hydroxy-ethyl)-p-phenylenediamine